1-(4,7-dibutoxy-1-naphthalenyl)tetrahydrothiophenium tri-fluoromethanesulfonate FC(S(=O)(=O)[O-])(F)F.C(CCC)OC1=CC=C(C2=CC(=CC=C12)OCCCC)[S+]1CCCC1